(R)-N-(6,6a,7,8,9,10-hexahydro-5H-pyrazino[1,2-a][1,8]naphthyridin-4-yl)benzamide N1=CC=C(C=2CC[C@H]3N(C12)CCNC3)NC(C3=CC=CC=C3)=O